5,6-O-dinonanoyl-sorbitol C(CCCCCCCC)(=O)[C@@]([C@H]([C@@H]([C@H](CO)O)O)O)(O)COC(CCCCCCCC)=O